O=C1N(C(C2=CC=CC=C12)=O)CCCCCCS(=O)(=O)Cl 6-(1,3-Dioxoisoindolin-2-yl)hexane-1-sulfonyl chloride